NC1=CC2=C(OCC(CN2)O)C=C1 7-amino-2,3,4,5-tetrahydro-benzo[b][1,4]oxazepin-3-ol